Dodecanoic acid dodecyl ester C(CCCCCCCCCCC)OC(CCCCCCCCCCC)=O